COC(=O)C1=CC2=C(N=C(N=C2OC)N)N1C1CCCC1 methyl-2-amino-7-cyclopentyl-4-methoxy-7H-pyrrolo[2,3-d]pyrimidine-6-carboxylate